C1(=CC=CC=C1)C=1C(=NN=NC1)C1=C(C=CC=C1)C1=CC=CC=C1 phenyl(biphenylyl)triazine